2-(4,5-DIMETHYL-FURAN-2-YL)-4-FORMYL-1H-IMIDAZOLE CC=1C=C(OC1C)C=1NC=C(N1)C=O